(7-methyl-1H-indol-2-yl)(2-methyl-3-phenyl-2,4,5,7-tetrahydro-6H-pyrazolo[3,4-c]pyridin-6-yl)methanone CC=1C=CC=C2C=C(NC12)C(=O)N1CC=2C(CC1)=C(N(N2)C)C2=CC=CC=C2